(3R)-N-(cyclopropylmethyl)-1-(6-(1-(5-(5-cyclopropylpyridin-3-yl)-1,3,4-thiadiazol-2-yl)ethyl)pyridin-3-yl)piperidin-3-amine C1(CC1)CN[C@H]1CN(CCC1)C=1C=NC(=CC1)C(C)C=1SC(=NN1)C=1C=NC=C(C1)C1CC1